NC=1SC2=C(N1)C=CC=C2SC=2C=1N(C(=NC2)N2CCC3([C@@H]([C@@H](OC3)C)N)CC2)C=CN1 (3S,4S)-8-(8-((2-aminobenzo[d]thiazol-7-yl)thio)imidazo[1,2-c]pyrimidin-5-yl)-3-methyl-2-oxa-8-azaspiro[4.5]decan-4-amine